COC1=CC2=C(C3=C(C(N(C3)CC3(CCC3)C(=O)O)=O)S2)C=C1OC 1-((6,7-dimethoxy-3-oxo-1,3-dihydro-2H-benzo[4,5]thieno[2,3-c]pyrrol-2-yl)methyl)cyclobutane-1-carboxylic acid